(±)-dimethyl (1S,2S)-3-(1-trityl-1H-imidazol-4-yl)cyclopropane-1,2-dicarboxylate C(C1=CC=CC=C1)(C1=CC=CC=C1)(C1=CC=CC=C1)N1C=NC(=C1)C1[C@@H]([C@H]1C(=O)OC)C(=O)OC